FC=1C=C(CN2C(C3=CC=C(C=C3C(C23CCCC3)C(=O)O)C3=C(C=CC=C3)C(F)(F)F)=O)C=CC1C(F)(F)F 2'-(3-fluoro-4-(trifluoromethyl)benzyl)-1'-oxo-6'-(2-(trifluoromethyl)phenyl)-1',4'-dihydro-2'H-spiro[cyclopentane-1,3'-isoquinoline]-4'-carboxylic acid